16-amino-5,8,11,14-tetraoxa-2-aza-hexadecanoic acid 1,1-dimethylethyl ester CC(C)(C)OC(NCCOCCOCCOCCOCCN)=O